6-(3-Fluoro-pyridin-4-yl)-3-methyl-8-[(piperidin-4-ylmethyl)-amino]-imidazo[1,2-a]pyrazine-2-carboxylic acid methylamide CNC(=O)C=1N=C2N(C=C(N=C2NCC2CCNCC2)C2=C(C=NC=C2)F)C1C